tertiary butyl-phosphine palladium [Pd].C(C)(C)(C)P